N1=CNC=2CNCCC21 3H,4H,5H,6H,7H-imidazo[4,5-c]pyridine